C1(CC1)OC=1C=C(C(=O)O)C=CC1N(C([C@@H](C)N(S(=O)(=O)C1=C(C(=C(C(=C1F)F)F)F)F)CC1=C(C=CC=C1)C(F)(F)F)=O)CC1=CC(=CC(=C1)C1CC1)C1CC1 (R)-3-cyclopropoxy-4-(N-(3,5-dicyclopropylbenzyl)-2-(2,3,4,5,6-pentafluoro-N-(2-(trifluoromethyl)benzyl)phenyl-sulfonamido)propanamido)benzoic acid